OCC1N(CCNC1)C(=O)OC(C)(C)C tert-butyl 2-(hydroxy-methyl)piperazine-1-carboxylate